Dibenzothiophenesulfonamide C1(=CC=CC=2SC3=C(C21)C=CC=C3)S(=O)(=O)N